OC1CN(C1)C(C([2H])([2H])C1CCNCC1)=O 4-(2-(3-hydroxyazetidin-1-yl)-2-oxoethyl-1,1-d2)piperidine